NC1=NC(=NC(=C1C=O)N[C@H](C)C1=C(C(=CC=C1)C(F)F)F)C |r| (±)-4-amino-6-(1-(3-(difluoromethyl)-2-fluorophenyl)ethylamino)-2-methylpyrimidine-5-carbaldehyde